4-(6-(6-Fluoropyridin-3-yl)imidazo[1,2-a]pyridin-3-yl)-N-(6-(4-(methylsulfonyl)piperazin-1-yl)pyridin-3-yl)pyrimidin-2-amine FC1=CC=C(C=N1)C=1C=CC=2N(C1)C(=CN2)C2=NC(=NC=C2)NC=2C=NC(=CC2)N2CCN(CC2)S(=O)(=O)C